N-(2-acetyl-2-azabicyclo[2.2.1]heptan-5-yl)-2-(1H-imidazol-1-yl)-5H-pyrrolo[3,2-d]pyrimidine-4-carboxamide C(C)(=O)N1C2CC(C(C1)C2)NC(=O)C=2C1=C(N=C(N2)N2C=NC=C2)C=CN1